C1=NC=CC2=C(C=CC=C12)NC(C1=CC(=C(C=C1)C1CCN(CC1)C)OC)=O N-(isoquinolin-5-yl)-3-methoxy-4-(1-methylpiperidin-4-yl)benzamide